(E)-N-(4-chloro-2-fluoro-5-(prop-1-en-1-yl)phenyl)acetamide ClC1=CC(=C(C=C1\C=C\C)NC(C)=O)F